7-(2,3-difluoro-4-(trifluoromethyl)phenyl)-2-((dimethylamino)methyl)-N-(isoquinolin-6-yl)-5-methyl-4,7-dihydropyrazolo[1,5-a]pyrimidine-6-carboxamide FC1=C(C=CC(=C1F)C(F)(F)F)C1C(=C(NC=2N1N=C(C2)CN(C)C)C)C(=O)NC=2C=C1C=CN=CC1=CC2